O(C1=CC=CC=C1)C1=NC=CC(=C1)CNC(=O)N[C@H]1[C@@H](C1)C1=CC=CC=C1 1-[(2-Phenoxypyridin-4-yl)methyl]-3-[(1R,2S)-2-phenylcyclopropyl]urea